pyridin-3-yl 4,6-di-O-acetyl-3-azido-3-deoxy-2-O-methyl-1-thio-D-galactopyranoside C(C)(=O)O[C@@H]1[C@@H]([C@H](C(SC=2C=NC=CC2)O[C@@H]1COC(C)=O)OC)N=[N+]=[N-]